tert-butyl 4-[3-fluoro-4-(2-methoxy-2-oxoethyl)phenyl]piperazine-1-carboxylate FC=1C=C(C=CC1CC(=O)OC)N1CCN(CC1)C(=O)OC(C)(C)C